imidazol-4-ylmethyl-(histidine) N1C=NC(=C1)CN[C@@H](CC1=CNC=N1)C(=O)O